BrCC1=CC=C(CC2OC2)C=C1 2-(4-(bromomethyl)benzyl)oxirane